2-allyl-6-methoxyindoline-1,2-dicarboxylic acid 1-tert-butyl ester C(C)(C)(C)OC(=O)N1C(CC2=CC=C(C=C12)OC)(C(=O)O)CC=C